OC=1C=C(C2=C(OC(OC2=O)(C2=CC=CC=C2)CC(C)=O)C1[C@@H]1C=C(CC[C@H]1C(=C)C)C)CCCCC 7-hydroxy-8-((1R,6R)-3-methyl-6-(prop-1-en-2-yl)cyclohex-2-en-1-yl)-2-(2-oxopropyl)-5-pentyl-2-phenyl-4H-benzo[d][1,3]dioxin-4-one